[Cl-].CN1C(=[N+](C=C1)C)SCCC=O 1,3-dimethyl-2-[(oxopropyl)thio]-imidazolium chloride